4-amino-7-fluoro-N,1-dimethyl-N-(6-((1-methyl-1H-pyrazol-4-yl)ethynyl)-2,3-dihydrofuro[2,3-b]pyridin-3-yl)-1H-pyrazolo[4,3-c]quinoline-8-carboxamide NC1=NC=2C=C(C(=CC2C2=C1C=NN2C)C(=O)N(C2COC1=NC(=CC=C12)C#CC=1C=NN(C1)C)C)F